FC(C(F)(F)F)(F)SSC methyl (perfluoroethyl) disulfide